2-(prop-2-yl)-1,3-oxazole-4-carboxylic acid CC(C)C=1OC=C(N1)C(=O)O